C(CCCCCCCCCCC)OC(C=CSC=1N(C=CN1)C)=O 3-[(1-methyl-1H-imidazol-2-yl)thio]-2-propenoic acid dodecyl ester